N-(5-benzyl-4-cyclobutyl-1-methyl-1H-pyrazol-3-yl)-2-(1-(trifluoromethyl)cyclopropyl)acetamide C(C1=CC=CC=C1)C1=C(C(=NN1C)NC(CC1(CC1)C(F)(F)F)=O)C1CCC1